2-((4-(((S)-2-hydroxy-1-phenylethyl)amino)-5-(1,3,4-oxadiazol-2-yl)pyridin-2-yl)amino)-7,8,9,10,11,11a-hexahydro-5H-azepino[2,1-a]isoindol-5-one OC[C@H](C1=CC=CC=C1)NC1=CC(=NC=C1C=1OC=NN1)NC=1C=CC=2C(N3C(C2C1)CCCCC3)=O